BrC1=CC(=C(C=C1Cl)NC(=O)N[C@@H](C)C=1N(N=CN1)C1=NC=CC=N1)C 1-(4-bromo-5-chloro-2-methyl-phenyl)-3-[(1S)-1-(2-pyrimidin-2-yl-1,2,4-triazol-3-yl)ethyl]urea